N-(3-((5-chloro-2-((2-isopropoxy-4-(4-methylpiperazin-1-yl)phenyl)amino)Pyrimidin-4-yl)amino)propyl)cyclobutanecarboxamide methyl-1-(6-hydroxyhexyl)-1H-imidazole-4-carboxylate COC(=O)C=1N=CN(C1)CCCCCCO.ClC=1C(=NC(=NC1)NC1=C(C=C(C=C1)N1CCN(CC1)C)OC(C)C)NCCCNC(=O)C1CCC1